ClC1=C(C=CC2=C1C(=N[C@H](C=1N2C=C(N1)C(=O)N[C@@H]1C[C@H](C1)O)C)C1=NC=CC=C1F)C(F)(F)F (4S)-7-chloro-6-(3-fluoro-2-pyridyl)-N-(trans-3-hydroxycyclobutyl)-4-methyl-8-(trifluoromethyl)-4H-imidazo[1,2-a][1,4]benzodiazepine-2-carboxamide